ClC=1C=CC2=C(OCC(=N2)C2=CC=C(C=C2)C2=C(C=CC=C2)O)C1 7-chloro-3-(2'-hydroxy-[1,1'-biphenyl]-4-yl)-2H-benzo[b][1,4]oxazine